Formic acid ethyl-acetate C(C)OC(C)=O.C(=O)O